C(CCCCCCC\C=C/CCCCCCCC)(=O)OCCCCCCCCCCCCCCCC(C)C isostearyl oleate